C(C1=CC=CC=C1)N([C@H]1[C@@H](CCCC1)N(C=1C=C2CN(C(C2=CC1)=O)C1C(NC(CC1)=O)=O)C)C 3-(5-(((1R,2R)-2-(benzyl(methyl)amino)cyclohexyl)(methyl)amino)-1-oxoisoindolin-2-yl)piperidine-2,6-dione